naphthalene-1,3,7-tricarboxylic acid C1(=CC(=CC2=CC=C(C=C12)C(=O)O)C(=O)O)C(=O)O